Cl.C(C(=C)C)(=O)OCCCN 3-aminopropyl methacrylate-HCl